Cl.O(C1=CC=CC=C1)C1=CC=C(C=C1)C1=NN(C2=NC=NC(=C21)N)C2CCNCC2 3-(4-Phenoxyphenyl)-1-(piperidin-4-yl)-1H-pyrazolo[3,4-d]pyrimidin-4-amine hydrochloride